((((1S,2S)-2-((4-methylphenyl)sulfonamido)-1,2-diphenylethyl)amino)methyl)pyrrolidine-1-carboxylic acid tert-butyl ester C(C)(C)(C)OC(=O)N1C(CCC1)CN[C@H]([C@H](C1=CC=CC=C1)NS(=O)(=O)C1=CC=C(C=C1)C)C1=CC=CC=C1